C(#N)C=1C(=C(C=CC1)[C@@H](C)NC1=NC(=NC2=CC(=C(C=C12)N1CCN(CC1)C(=O)OCC)OC)C)C Ethyl (R)-4-(4-((1-(3-cyano-2-methylphenyl)ethyl)amino)-7-methoxy-2-methylquinazolin-6-yl)piperazine-1-carboxylate